[Cu].[S].N1=CC=CC=C1 pyridine sulfur copper salt